ClC=1C=C(OC=2C3=C(N=CN2)C=CC(=N3)N3[C@@H]2CN([C@H](C3)C2)C(=O)OC(C)(C)C)C=CC1OCC1CC1 tert-butyl (1S,4S)-5-(4-(3-chloro-4-(cyclopropylmethoxy)phenoxy)pyrido[3,2-d]pyrimidin-6-yl)-2,5-diazabicyclo[2.2.1]heptane-2-carboxylate